BrC=1C=C2C(N(C=NC2=CC1)[C@H](C)C1=CC(=CC=C1)OC)=O (R)-6-bromo-3-(1-(3-methoxyphenyl)ethyl)quinazolin-4(3H)-one